1-[3-[2-(furan-2-yl)ethoxy]pyridin-4-yl]methanamine O1C(=CC=C1)CCOC=1C=NC=CC1CN